13-chloro-5,21-difluoro-14,19-dimethoxy-16,16-dioxo-9-oxa-16λ6-thia-4,17-diazatetracyclo[16.3.1.111,15.02,7]tricosa-1(21),2(7),3,5,11,13,15(23),18(22),19-nonaen-10-one ClC=1C=C2C(OCC=3C=C(N=CC3C3=C(C=C(C(NS(C(C1OC)=C2)(=O)=O)=C3)OC)F)F)=O